4-(4-bromo-5-(4-methoxyphenyl)-1H-pyrazol-1-yl)aniline BrC=1C=NN(C1C1=CC=C(C=C1)OC)C1=CC=C(N)C=C1